FC=1C=C2C=C(NC2=CC1)C(C(C)C)=O 1-(5-Fluoro-1H-indol-2-yl)-2-methylpropan-1-one